ClC1=C(C(=O)NC2=C(C=CC=C2)C=2OC3=C(C2)C=CC(=C3)CN3CCN(CC3)C(=O)OC(C)(C)C)C=CC(=C1)Cl tert-Butyl 4-((2-(2-(2,4-dichlorobenzamido)phenyl)benzofuran-6-yl)methyl)piperazine-1-carboxylate